CC1=NOC(=C1C1=CC=C2C=3N([C@H](COC31)C3=NC=CC=C3)C(=N2)N2CCC(CC2)(O)C)C 1-[(4S)-7-(3,5-dimethylisoxazol-4-yl)-4-pyridin-2-yl-4,5-dihydroimidazo[1,5,4-de][1,4]benzoxazin-2-yl]-4-methylpiperidin-4-ol